N1=CC=C(C=C1)CN(CC(=O)[O-])CC(=O)[O-] 4-pyridylmethyliminodiacetate